(S)-1-((6'-Chloro-3-fluoro-4'-((4-hydroxybutan-2-yl)amino)-[2,3'-bipyridin]-5-yl)methyl)-4-methylpiperidin-4-ol ClC1=CC(=C(C=N1)C1=NC=C(C=C1F)CN1CCC(CC1)(O)C)N[C@@H](C)CCO